6-(morpholinomethyl)quinoline-2-carbaldehyde O1CCN(CC1)CC=1C=C2C=CC(=NC2=CC1)C=O